ClC1=CC=C(C(=N1)C(=O)NC1=CC=NC=C1)NC(C)C=1C=2C3=C(N(C(C2C=C(C1)C)=O)C)N(N=C3)CC 6-chloro-3-((1-(3-ethyl-4,7-dimethyl-5-oxo-4,5-dihydro-3H-pyrazolo[3,4-c]isoquinolin-9-yl)ethyl)amino)-N-(pyridin-4-yl)pyridinecarboxamide